2,4,7-trichloro-8-iodo-6-(trifluoromethyl)quinazoline ClC1=NC2=C(C(=C(C=C2C(=N1)Cl)C(F)(F)F)Cl)I